C(C)(C)(C)C1=CC(=NO1)NC(=O)NC1=CC=C(C=C1)C=1N=C2SC3=C(C4=CNC=C4CC3)N2C1 1-(5-tert-Butyl-1,2-oxazol-3-yl)-3-[4-(4,5-dihydro-2H-imidazo[2',1':2,3][1,3]thiazolo[4,5-e]isoindol-8-yl)phenyl]urea